NC(C#CC1=CC(=C(C(=C1)Cl)N1C(=CC(C2=C(N=CC(=C12)Cl)OCC(CO)O)=O)C)Cl)(C)C 1-(4-(3-amino-3-methylbut-1-yn-1-yl)-2,6-dichlorophenyl)-8-chloro-5-(2,3-dihydroxypropoxy)-2-methyl-1,6-naphthyridin-4(1H)-one